CN(CCNC(=O)C=1C(=CC2=C(OC[C@@H](N2)C)N1)CC1=CC=C(C=C1)F)C (S)-N-(2-(dimethylamino)ethyl)-7-(4-fluorobenzyl)-2-methyl-2,3-dihydro-1H-pyrido[2,3-b][1,4]oxazine-6-carboxamide